bis(4-hydroxy-3,5-dimethylphenyl)propane OC1=C(C=C(C=C1C)C(C)(C)C1=CC(=C(C(=C1)C)O)C)C